C(C=CCCCCC)(=O)C1C(=O)OC(C1)=O octenoyl-succinic anhydride